CC1=C(C=CC=C1F)NC(=O)C N-(3-fluoro-2-methylphenyl)acetamide